NC(CN1CC(C1)OC1=C(C2=C([C@@H]3[C@H](B(O2)O)C3)C=C1)C(=O)O)=O (1aR,7bS)-5-{[1-(2-amino-2-oxoethyl)azetidin-3-yl]oxy}-2-hydroxy-1,1a,2,7b-tetrahydrocyclopropa[c][1,2]benzoxaborinine-4-carboxylic acid